N-(5-(cyclopropyldifluoromethyl)-4-((2-(1,1-difluoroethyl)-6-methylpyrimidin-4-yl)amino)pyridin-2-yl)acetamide C1(CC1)C(C=1C(=CC(=NC1)NC(C)=O)NC1=NC(=NC(=C1)C)C(C)(F)F)(F)F